BrC=1C(=C(C(=NC1)N)[N+](=O)[O-])NC1CCN(CC1)CC1CC1 5-Bromo-N4-[1-(cyclopropylmethyl)piperidin-4-yl]-3-nitropyridine-2,4-diamine